C(C)(C)(C)NC1=CC(=CC(=N1)C(=O)N)C1=NC(=CC(=N1)N=S(=O)(C)C)N1[C@@H](COCC1)C (R)-6-(tert-butylamino)-4-(4-((dimethyl(oxo)-λ6-sulfaneylidene)amino)-6-(3-methylmorpholino)pyrimidin-2-yl)picolinamide